OC=1C=C(C=C2NC=C(CCN(CC)CC3=CC=CC=C3)C12)F 4-hydroxy-6-fluoro-N-benzyl-N-ethyltryptamine